[Na].[Co]=O.[Li] lithium cobalt oxide sodium